BrC=1C=C(C(=C(C1)C(C)=O)O)C(F)(F)F 1-(5-bromo-2-hydroxy-3-(trifluoromethyl)phenyl)ethanone